(S)-3-((1R,3R)-1-(2,6-difluoro-4-((1-(3-fluoropropyl)azetidin-3-yl)amino)phenyl)-6-fluoro-3-methyl-1,3,4,9-tetrahydro-2H-pyrido[3,4-b]indol-2-yl)-2-fluoro-2-methylpropan-1-ol FC1=C(C(=CC(=C1)NC1CN(C1)CCCF)F)[C@H]1N([C@@H](CC2=C1NC1=CC=C(C=C21)F)C)C[C@](CO)(C)F